CC=1C(=NC(=NC1)NC1=CC=C2C=NN(C2=C1)C)NC=1C=CC2=C(NC(O2)=O)C1 5-methyl-N2-(1-methylindazol-6-yl)-N4-(2-oxo-2,3-dihydro-1,3-benzoxazol-5-yl)-2,4-pyrimidinediamine